(2R,3R)-3-(3-(4-(2,6-difluorobenzyloxy)phenyl)isoxazol-5-yl)-2-(2,4-difluorophenyl)-1-(1H-1,2,4-triazol-1-yl)butan-2-ol FC1=C(COC2=CC=C(C=C2)C2=NOC(=C2)[C@@H]([C@@](CN2N=CN=C2)(O)C2=C(C=C(C=C2)F)F)C)C(=CC=C1)F